CC1(CC=C(CC1)CCC=C(C)C)C=O methyl-4-(4-methyl-3-pentenyl)-3-cyclohexene-1-carboxaldehyde